6-(4-chlorobenzyl)-8-(morpholin-4-yl)-2,6-dihydroimidazo[1,2-c]pyrido[2,3-e]pyrimidin-5(3H)-one ClC1=CC=C(CN2C(N3C(C4=C2C=C(C=N4)N4CCOCC4)=NCC3)=O)C=C1